[Cl-].C(C(=C)C)(=O)NCCC[N+](C)(C)C [(methacrylamido)-propyl]trimethyl-ammonium chloride